3-(4-(8-((4-(4'-bromo-5'-oxo-5'H-spiro[cyclohexane-1,7'-indolo[1,2-a]quinazolin]-10'-yl)cyclohexyl)methyl)-2,8-diazaspiro[4.5]decan-2-yl)-2,6-difluorophenyl)piperidine-2,6-dione BrC=1C=2C(N=C3N(C2C=CC1)C1=CC(=CC=C1C31CCCCC1)C1CCC(CC1)CN1CCC3(CCN(C3)C3=CC(=C(C(=C3)F)C3C(NC(CC3)=O)=O)F)CC1)=O